(5-cyclopropyl-3,3-dimethyl-2-oxoindol-1-yl)acetic acid C1(CC1)C=1C=C2C(C(N(C2=CC1)CC(=O)O)=O)(C)C